C1(CC1)NC(=O)C=1C=C(C(=C(C1)C1=NC=C(C(=O)NCC(C)(C)C)C=C1)C)F 6-(5-cyclopropylcarbamoyl-3-fluoro-2-methyl-phenyl)-N-(2,2-dimethylpropyl)-nicotinamide